CN1N=C(N=N1)COC=1C=C(C=2CC(CC2C1)CNCCC1CN(C(O1)=O)C1=NC2=C(OCC(N2)=O)N=C1)C#N 6-[(2-Methyltetrazol-5-yl)methoxy]-2-[[2-[2-oxo-3-(3-oxo-4H-pyrazino[2,3-b][1,4]oxazin-6-yl)-1,3-oxazolidin-5-yl]ethylamino]methyl]-2,3-dihydro-1H-indene-4-carbonitrile